C(C=C)C1=C(C=CC=C1)OP(=O)(OC1=C(C=CC=C1)CC=C)OC1=C(C=CC=C1)CC=C Tris(2-allylphenyl)phosphate